CNC1=NC=C(C=N1)C=O 2-(methylamino)pyrimidine-5-carbaldehyde